2-[(2S)-2-(dimethylamino)-3-(4-methyl-2-oxo-2,3-dihydro-1H-indol-5-yl)propyl]-2,3-dihydro-1H-isoindole-1,3-dione CN([C@H](CN1C(C2=CC=CC=C2C1=O)=O)CC=1C(=C2CC(NC2=CC1)=O)C)C